(8-amino-5,6-dihydrobenzo[f][1,2,4]triazolo[4,3-d][1,4]oxazepin-5-yl)methanol NC1=CC=CC=2C=3N(C(COC21)CO)C=NN3